2-[4-[8-[(2S)-2-methylazetidin-1-yl]-5-(trifluoromethyl)imidazo[1,2-a]pyrazin-6-yl]pyrazol-1-yl]-1-piperazin-1-yl-ethanone C[C@@H]1N(CC1)C=1C=2N(C(=C(N1)C=1C=NN(C1)CC(=O)N1CCNCC1)C(F)(F)F)C=CN2